Methyl 6-(benzylthio)-8-chloroimidazo[1,5-a]pyrazine-3-carboxylate C(C1=CC=CC=C1)SC=1N=C(C=2N(C1)C(=NC2)C(=O)OC)Cl